3-(6-(2-(6-methylpyridin-2-yl)acetylamino)pyridazin-3-yl)pyrrolidine-1-carboxylic acid tert-butyl ester C(C)(C)(C)OC(=O)N1CC(CC1)C=1N=NC(=CC1)NC(CC1=NC(=CC=C1)C)=O